[N+](=O)([O-])C=1C(=CC=C(C1O)C)C 6-nitro-2,5-xylenol